O=C1NC(CCC1N1C(C2=CC=C(C=C2C1)CNC(=O)C1=CC=C(C=N1)C=1CCNCC1)=O)=O N-((2-(2,6-dioxopiperidin-3-yl)-1-oxoisoindol-5-yl)methyl)-1',2',3',6'-tetrahydro-[3,4'-bipyridine]-6-carboxamide